5-benzyl-N-((1aR,2S,8bS)-5,7-difluoro-3-oxo-1,1a,2,3,4,8b-hexahydrobenzo[b]cyclopropa[d]azepin-2-yl)-4H-1,2,4-triazole-3-carboxamide C(C1=CC=CC=C1)C=1NC(=NN1)C(=O)N[C@H]1[C@H]2[C@@H](C3=C(NC1=O)C(=CC(=C3)F)F)C2